ClC=1C(NN=CC1N1C[C@@H](CC1)OC1=NC=CC(=C1)C=1C=NC(=CC1)C(F)(F)F)=O (R)-4-chloro-5-(3-((6-(trifluoromethyl)-[3,4'-bipyridin]-2'-yl)oxy)pyrrolidin-1-yl)pyridazin-3(2H)-one